BrC=1C=CC=2N(C1)C(=CN2)I 6-bromo-3-iodo-imidazo[1,2-a]pyridine